C=C1C(C(C(C(C1=C)CCC(=O)O)=C)=C)CCC(=O)O 3,3'-(2,3,5,6-tetramethylene-1,4-phenylene)dipropionic acid